Cl.N[C@H](C(=O)OCC1=CC(=NC(=C1)Cl)Cl)CCC(C)(C)C (2,6-Dichloropyridin-4-yl)methyl (S)-2-amino-5,5-dimethylhexanoate hydrochloride